4-methylene-6-(trifluoromethyl)isochroman C=C1COCC2=CC=C(C=C12)C(F)(F)F